(2S)-2-[tert-butoxycarbonyl (methyl) amino]-4,4-dimethyl-pentanoate C(C)(C)(C)OC(=O)N([C@H](C(=O)[O-])CC(C)(C)C)C